stilbene-4,4'-dicarboxylic acid C1(=CC=C(C=C1)C(=O)O)C=CC1=CC=C(C=C1)C(=O)O